C(C)(=O)OC=1C(C(=O)O)=CC=CC1.C(C)C=1C=C2CC(CC2=CC1CC)NC[C@H](O)C1=C2C=CC(NC2=C(C=C1)OCC1=CC=CC=C1)=O (R)-5-[2-(5,6-Diethylindan-2-ylamino)-1-hydroxyethyl]-8-benzyloxy-1H-quinolin-2-one acetylsalicylate